F[C@H]1COCC[C@@H]1NC1=NC=C2N=C(N(C2=N1)C1CCC(CC1)(C(=O)N)C)NC1=C(C=C(C=C1Cl)Cl)Cl (1R,4S)-4-(2-(((3R,4S)-3-fluorotetrahydro-2H-pyran-4-yl)amino)-8-((2,4,6-trichlorophenyl)amino)-9H-purin-9-yl)-1-methylcyclohexane-1-carboxamide